FC=1C=C2C=CC=C(C2=CC1)CC(=O)O (6-fluoro-1-naphthyl)acetic acid